ethyl 5-(1-(2-amino-2-oxoethyl)piperidin-4-yl)-2-(7,8-dimethyl-[1,2,4]triazolo[1,5-a]pyridin-6-yl)-3-isopropyl-1H-indole-1-carboxylate NC(CN1CCC(CC1)C=1C=C2C(=C(N(C2=CC1)C(=O)OCC)C=1C(=C(C=2N(C1)N=CN2)C)C)C(C)C)=O